N1=CNC=2N=CC=3C=C(N=CC3C21)C=2C(=CC(=NC2)C(CC)O)C 1-(5-(3H-imidazo[4,5-c][2,6]naphthyridin-7-yl)-4-methylpyridin-2-yl)propan-1-ol